(R)-benzyl 2-(5-((-)-1-(3-cyanophenyl)-3-cyclopropyl-1-((R)-1,1-dimethylethylsulfinamido)propyl)-2-fluorophenylcarbamoyl)pyrrolidine-1-carboxylate C(#N)C=1C=C(C=CC1)C(CCC1CC1)(N[S@](=O)C(C)(C)C)C=1C=CC(=C(C1)NC(=O)[C@@H]1N(CCC1)C(=O)OCC1=CC=CC=C1)F